4-fluoro-2-methyl-1H-benzimidazol FC1=CC=CC=2NC(=NC21)C